C(C=CC)(=O)N1CCNCC1 4-(But-2-enoyl)piperazin